CC(C)(C)[O-].[K+].C1(CCC1)N1C=C(C=2N=C(N=CC21)SCC=2C=CC(=C(C2)CC(=O)O)F)N2CC(C(C2)(F)F)(F)F 2-(5-(((5-cyclobutyl-7-(3,3,4,4-tetrafluoropyrrolidin-1-yl)-5H-pyrrolo[3,2-d]pyrimidin-2-yl)thio)methyl)-2-fluorophenyl)acetic acid Potassium tert-butoxide